COC1=CC(=C(N)C=C1)C(F)(F)F 4-methoxy-2-(trifluoromethyl)aniline